N1=CC=C(C=2OC[C@H]3N(C21)CCC3)[S-].[Na+] Sodium (S)-6a,7,8,9-tetrahydro-6H-pyrido[3,2-b]pyrrolo[1,2-d][1,4]oxazine-4-thiolate